OC(C)(C)C=1C(=CC2=CN(N=C2C1)C1CCNCC1)NC(C1=NC(=CC=C1)C(F)(F)F)=O 4-(6-(2-Hydroxypropan-2-yl)-5-(6-(trifluoromethyl)picolinamido)-2H-indazol-2-yl)piperidine